7-benzyl-4-(4-(trifluoromethyl)benzyl)-4,6,7,8-tetrahydropyrazolo[3,4-b]pyrrolo[3,4-d]pyridine-5(3H)-one C(C1=CC=CC=C1)N1CC=2C3=C(N(C(C2C1)=O)CC1=CC=C(C=C1)C(F)(F)F)NN=C3